5-(2-fluoro-5-methyl-4-(8-methyl-6-(trifluoromethyl)-1,5-naphthyridin-2-yl)phenyl)-3-methyl-6,7-dihydropyrazolo[1,5-a]pyrazin-4(5H)-one FC1=C(C=C(C(=C1)C1=NC2=C(C=C(N=C2C=C1)C(F)(F)F)C)C)N1C(C=2N(CC1)N=CC2C)=O